tert-butyl 6-chloro-2-(2-cyclopentylethyl)-1,2,3,5-tetrahydro-4H-benzo[e][1,4]diazepine-4-carboxylate ClC1=CC=CC=2NC(CN(CC21)C(=O)OC(C)(C)C)CCC2CCCC2